ClC1=C(C(=C(C=C1OC)OC)Cl)C1CCC=2C(=NNC2C1)C1=NNC=C1N 3-(6-(2,6-dichloro-3,5-dimethoxyphenyl)-4,5,6,7-tetrahydro-1H-indazol-3-yl)-1H-pyrazol-4-amine